C(C)N(C(C1=CC=C(C=C1)CN1C(C=CC=C1)=O)=O)C N-ethyl-N-methyl-4-((2-oxopyridin-1(2H)-yl)methyl)benzamide